C(C)(C)(C)[Si](C)(C)OCCCOC1=CC=C(C=C1)C#C tert-butyl-(3-(4-ethynylphenoxy)propoxy)dimethylsilane